5-bromo-3-(bromomethyl)picolinate BrC=1C=C(C(=NC1)C(=O)[O-])CBr